tert-butyl (5S,5aS,6S,9R)-2-chloro-5-ethyl-1-fluoro-12-(methylthio)-5a,6,7,8,9,10-hexahydro-5H-4-oxa-3,10a,11,13,14-pentaaza-6,9-methanonaphtho[1,8-ab]heptalene-14-carboxylate ClC=1C(=C2N=C(N=C3C2=C(O[C@H]([C@@H]2[C@@H]4CC[C@H](CN32)N4C(=O)OC(C)(C)C)CC)N1)SC)F